3,5-dinitro-pyrazole [N+](=O)([O-])C1=NNC(=C1)[N+](=O)[O-]